tert-butyl 4-[4-[1-(2,6-dioxo-3-piperidinyl)-3-methyl-2-oxo-benzimidazol-4-yl] piperazin-1-yl]-3,3-difluoro-2,6-dihydropyridine-1-carboxylate O=C1NC(CCC1N1C(N(C2=C1C=CC=C2N2CCN(CC2)C=2C(CN(CC2)C(=O)OC(C)(C)C)(F)F)C)=O)=O